C(C(O)C)(=O)[O-].[Sn+2].C(C(O)C)(=O)[O-] tin (II) lactate